N'-(dithiobis-p-phenylene)bismaleimide Tert-butyl-((4-fluoro-5,6-dihydrobenzo[6,7]oxepino[2,3-c]pyridin-6-yl)methyl)carbamate C(C)(C)(C)N(C(O)=O)CC1CC2=C(C=NC=C2F)OC2=C1C=CC=C2.C2(=CC=C(C=C2)C=2C(=O)NC(C2)=O)SSC2=CC=C(C=C2)C=2C(=O)NC(C2)=O